[2-[[2-methyl-6-[(5-phenylthiazol-2-yl)amino]-4-pyridyl]oxy]ethyl]-2-[methyl(prop-2-enoyl)amino]propanamide CC1=NC(=CC(=C1)OCCC(C(=O)N)(C)N(C(C=C)=O)C)NC=1SC(=CN1)C1=CC=CC=C1